(S)-4-((2-isopropoxyethyl)(4-(5,6,7,8-tetrahydro-1,8-naphthyridin-2-yl)butyl)amino)-2-(1-methyl-3-(trifluoromethyl)-1H-pyrazole-5-carboxamido)butanoic acid C(C)(C)OCCN(CC[C@@H](C(=O)O)NC(=O)C1=CC(=NN1C)C(F)(F)F)CCCCC1=NC=2NCCCC2C=C1